N-methyl-2-((1-(N-(t-butoxycarbonyl)-L-histidyl)-3-((1E)-2-(2-pyridinyl)ethenyl)-1H-indazol-6-yl)thio)benzamide CNC(C1=C(C=CC=C1)SC1=CC=C2C(=NN(C2=C1)C([C@@H](NC(=O)OC(C)(C)C)CC1=CNC=N1)=O)\C=C\C1=NC=CC=C1)=O